(R)-1-(((7-(8-ethyl-7-fluoro-3-(methoxymethoxy)naphthalen-1-yl)-8-fluoro-4-(3-hydroxy-3-methylpiperidin-1-yl)-1,6-naphthyridin-2-yl)oxy)methyl)cyclopropane-1-carbaldehyde C(C)C=1C(=CC=C2C=C(C=C(C12)C1=NC=C2C(=CC(=NC2=C1F)OCC1(CC1)C=O)N1C[C@](CCC1)(C)O)OCOC)F